(3R,5'S)-1'-((S)-2-(2-(tert-butyl)-7-oxo-2,4,5,7-tetrahydro-6H-pyrazolo[3,4-c]pyridin-6-yl)-3-cyclopropylpropionyl)-2-oxospiro[indole-3,3'-pyrrolidine]-5'-carbonitrile C(C)(C)(C)N1N=C2C(N(CCC2=C1)[C@H](C(=O)N1C[C@]2(C[C@H]1C#N)C(NC1=CC=CC=C12)=O)CC1CC1)=O